4-cyclopropoxy-N-(2,6-dichlorophenyl)-2-{[1-(1-hydroxypropan-2-yl)-1H-pyrazol-4-yl]amino}pyrimidine-5-carboxamide C1(CC1)OC1=NC(=NC=C1C(=O)NC1=C(C=CC=C1Cl)Cl)NC=1C=NN(C1)C(CO)C